C(CCCCCCCCCCC)C(C(=S)OCC(COC(C(C)CCCCCCCCCCCC)=S)(COC(C(C)CCCCCCCCCCCC)=S)COC(C(C)CCCCCCCCCCCC)=S)C Pentaerythritol tetrakis(laurylthiopropionate)